C(#N)C1=CC=C(C=C1)C1=C(C=2N(C(=N1)N1CCC(CC1)N(C)C)C=CN2)C=2C=CC(=NC2)N(S(=O)(=O)C)C N-(5-{7-(4-cyanophenyl)-5-[4-(dimethylamino)piperidin-1-yl]imidazo[1,2-c]pyrimidin-8-yl}pyridin-2-yl)-N-methylmethanesulfonamide